COC1=CC=C2C(=CNC2=C1)CCN(C(C)C)C N-(2-(6-methoxy-1H-indol-3-yl)ethyl)-N-methylpropan-2-amine